1-methyl-5-(4-piperidinyl)imidazole CN1C=NC=C1C1CCNCC1